(S)-4-benzyl-2-((methylsulfonyl)methyl)morpholine C(C1=CC=CC=C1)N1C[C@H](OCC1)CS(=O)(=O)C